ClCC(=O)C1=C(N(C(=C1)CC1CC(C1)(F)F)C1=CC=C(C#N)C=C1)C 4-(3-(2-chloroacetyl)-5-((3,3-difluorocyclobutyl)methyl)-2-methyl-1H-pyrrol-1-yl)benzonitrile